BrC1=CC=C(C=C1)NC(=S)NC(=O)C12CC3CC(CC(C1)C3)C2 N-((4-bromophenyl)carbamothioyl)adamantane-1-carboxamide